S(=O)(=O)(O)C1=C(C=CC2(CC=C(C=C2)C2=CC=CC=C2)C=CC2=C(C=CC=C2)S(=O)(=O)O)C=CC=C1.[Na].[Na] disodium 4,4-bis(2-sulfostyryl)biphenyl